NC=1N=CC(=NC1OCC1=C(C(=CC=C1F)F)Cl)C1=CC=C(S1)C(=O)N1[C@H](CCC1)CN1CCCC1 {5-[5-amino-6-(2-chloro-3,6-difluoro-benzyloxy)-pyrazin-2-yl]-thiophen-2-yl}-((R)-2-pyrrolidin-1-ylmethyl-pyrrolidin-1-yl)-methanone